9-chloro-2-(naphthalen-1-yl)phenanthrene ClC=1C2=CC=CC=C2C=2C=CC(=CC2C1)C1=CC=CC2=CC=CC=C12